CC1=C(C=NC(=C1)OC=1N=NC=CC1)N 4-methyl-6-(pyridazin-3-yloxy)pyridin-3-amine